C(C)(C)(C)N(C(O)=O)CCCCN1C(=NC2=C1C=CC(=C2)C(N)=O)NC(=O)C2=CC(=NN2CC)C.FC(CCCNC(=N)N)(F)F 3-(trifluoromethyl)propylguanidine tert-Butyl-(4-(5-carbamoyl-2-(1-ethyl-3-methyl-1H-pyrazole-5-carboxamido)-1H-benzo[d]imidazole-1-yl)butyl)carbamate